NC=1N(C2=C(C(=CC=C2C1SC=1C=C(C(=O)O)C=CC1)Cl)F)C=1C=NN(C1)C 3-((2-amino-6-chloro-7-fluoro-1-(1-methyl-1H-pyrazol-4-yl)-1H-indol-3-yl)thio)benzoic acid